N1(CCC(CC1)COC1=CC(=C2C(NC(=NC2=C1)CSC1CCOCC1)=O)F)C1CCNCC1 7-([1,4'-bipiperidin]-4-ylmethoxy)-5-fluoro-2-(((tetrahydro-2H-pyran-4-yl)thio)methyl)quinazolin-4(3H)-one